N-(2,2,2-trifluoroethyl)pyrrolidine-1-amide Technetium [Tc].FC(CNC(=O)N1CCCC1)(F)F